FC=1C=C(C=C(C1)C(F)(F)F)C=1NC(=NN1)S 5-(3-fluoro-5-(trifluoromethyl)phenyl)-4H-1,2,4-triazole-3-thiol